SODIUM IRON FLUOROPHOSPHATE P(=O)([O-])([O-])F.[Fe+2].[Na+]